diethyl ((1-(6,7-dimethoxyquinazolin-4-yl)azepan-4-yl)methyl)phosphonate COC=1C=C2C(=NC=NC2=CC1OC)N1CCC(CCC1)CP(OCC)(OCC)=O